(2E)-3-[5-bromo-1-(2-methoxy-2-oxoethyl)-6-oxo-1,6-dihydropyridin-2-yl]prop-2-enoic acid ethyl ester C(C)OC(\C=C\C=1N(C(C(=CC1)Br)=O)CC(=O)OC)=O